6-fluoro-3-methyl-4H-chromen FC=1C=C2CC(=COC2=CC1)C